3-Cyclopropyl-6-[2,3-difluoro-4-(trifluoromethyl)phenyl]-4-oxo-4,5-dihydropyrazolo[1,5-a]-pyrazine-2-carboxylic acid C1(CC1)C=1C(=NN2C1C(NC(=C2)C2=C(C(=C(C=C2)C(F)(F)F)F)F)=O)C(=O)O